ClC=1C=C(\C=C\2/COC3=C(C=C(C=C3C2=O)CN2C(=NC=C2)C)C=2C(=NN(C2)C)C(F)(F)F)C=CC1Cl (E)-3-(3,4-dichlorobenzylidene)-6-((2-methyl-1H-imidazol-1-yl)methyl)-8-(1-methyl-3-(trifluoromethyl)-1H-pyrazol-4-yl)chroman-4-one